4-oxo-N-{[6-({[(piperidin-3-yl)methyl]amino}methyl)imidazo[1,2-a]pyridin-2-yl]methyl}-4H-pyrido[1,2-a]pyrimidine-2-carboxamide O=C1C=C(N=C2N1C=CC=C2)C(=O)NCC=2N=C1N(C=C(C=C1)CNCC1CNCCC1)C2